1-[[2-(difluoromethoxy)pyridin-4-yl]methyl]-3-[4-(trifluoro-methyl)-1-bicyclo[2.2.2]octanyl]urea FC(OC1=NC=CC(=C1)CNC(=O)NC12CCC(CC1)(CC2)C(F)(F)F)F